4,8-diaminopyrimido[1',2':1,5]pyrazolo[3,4-d][1,2,3]triazine 3-oxide NC=1C=2C(N=N[N+]1[O-])=NN1C2N=CC=C1N